9-bromo-7-chloro-2-trityl-1,3-dihydropyrrolo[3,4-g]Isoquinoline BrC=1C=2C=C(N=CC2C=C2C1CN(C2)C(C2=CC=CC=C2)(C2=CC=CC=C2)C2=CC=CC=C2)Cl